BrC1=CC=C(C=C1)[C@@H](C(F)(F)F)N(C(=O)C1CCN(CC1)C1=NC(=NO1)C)C (S)-N-(1-(4-bromophenyl)-2,2,2-trifluoroethyl)-N-methyl-1-(3-methyl-1,2,4-oxadiazol-5-yl)piperidine-4-carboxamide